ClC1=C(C(=CC(=C1)F)F)NC=1N(C2=NC(=NC=C2N1)N[C@H](CO)CC)C1CCC(CC1)C(=O)N (1R,4s)-4-(8-(2-chloro-4,6-difluorophenylamino)-2-((S)-1-hydroxybutan-2-ylamino)-9H-purin-9-yl)cyclohexanecarboxamide